FC1=C(C(C(=O)N)=CC=C1)C(=O)N 3-fluorophthalamide